CN1N=CC=2C(=CC=CC12)C(=O)NC(C(=O)O)CC 2-(1-methyl-1H-indazole-4-carboxamido)butanoic acid